C(C)N1N=CC(=C1)CC=1C(N(C=CC1C)C1=NC(=CC(=C1F)C(F)(F)F)N1C[C@H](OCC1)C)=O 3-[(1-ethyl-1H-pyrazol-4-yl)methyl]-3'-fluoro-4-methyl-6'-[(2R)-2-methylmorpholin-4-yl]-4'-(trifluoromethyl)-2H-[1,2'-bipyridin]-2-one